6-{3-[1-(3-methylbutyl)-1H-pyrazol-4-yl]pyridin-2-yl}-2,3-dihydro-1H-isoindol-1-one CC(CCN1N=CC(=C1)C=1C(=NC=CC1)C1=CC=C2CNC(C2=C1)=O)C